(4-Hydroxybutyl)tributylammonium geranate C(\C=C(/C)\CCC=C(C)C)(=O)[O-].OCCCC[N+](CCCC)(CCCC)CCCC